C(C)C=1C=CC=C(N)C1 5-ethyl-aniline